C1(CCCCC1)C1=CC=C(C=C1)C=1NC=2N(C(C1)=O)N=C(C2C(=O)N2CC(C2)CF)C2=CC=CC=C2 5-(4-cyclohexylphenyl)-3-[3-(fluoromethyl)azetidine-1-carbonyl]-2-phenyl-4H-pyrazolo[1,5-a]pyrimidin-7-one